C1(CC1)C=1C(=CC(=C(CN2CCC3(CN(C(N3)=O)C3=CC=C(C=C3)S(=O)(=O)N)CC2)C1)OCC)S(=O)(=O)C 4-(8-(5-cyclopropyl-2-ethoxy-4-(methylsulfonyl)benzyl)-2-oxo-1,3,8-triazaspiro[4.5]decan-3-yl)benzene-sulfonamide